FC1=CC=C(CN2CCC3=CC(=CC=C23)NS(=O)(=O)C2CCCCC2)C=C1 N-(1-(4-fluorobenzyl)indolin-5-yl)cyclohexanesulfonamide